aluminum compound with phosphoric acid P(O)(O)(O)=O.[Al]